[4-(6-fluoro-1,3-benzothiazol-2-yl)piperazin-1-yl]-(2-methylsulfonylphenyl)methanone FC1=CC2=C(N=C(S2)N2CCN(CC2)C(=O)C2=C(C=CC=C2)S(=O)(=O)C)C=C1